ClC=1C=C(C=CC1OC)C1=C(C2=C(N=C1)NC=C2)NC2CNCCC2 5-(3-chloro-4-methoxyphenyl)-N-(piperidin-3-yl)-1H-pyrrolo[2,3-b]pyridin-4-amine